COC1=C(CNC2=NC=C(C=3C2=NC(=C(N3)NC3CCOCC3)CC)C3=CC(=CC=C3)CN3CCC(CC3)N3CCN(CC3)C)C=CC(=C1)OC N5-(2,4-dimethoxybenzyl)-3-ethyl-8-(3-((4-(4-Methylpiperazin-1-yl)piperidin-1-yl)methyl)phenyl)-N2-(tetrahydro-2H-pyran-4-yl)pyrido[3,4-b]pyrazine-2,5-Diamine